(E)-N-[2-(4-methylpiperazin-1-yl)-2-oxoethyl]-3-(4-phenylphenyl)prop-2-enamide (R)-Glycidyl-nosylate C([C@H]1CO1)OS(=O)(=O)C1=CC=C([N+](=O)[O-])C=C1.CN1CCN(CC1)C(CNC(\C=C\C1=CC=C(C=C1)C1=CC=CC=C1)=O)=O